C(C)(C)(C)C1=CC=C(C=C1)[C@H](C)NC(=O)C1=CC=C2C(=C(N(C2=C1)CC(C)C)C)CC=1C=CC(=C(O[C@@H](C(=O)O)C)C1)Cl (R)-2-(5-((6-(((S)-1-(4-(tert-butyl)phenyl)ethyl)carbamoyl)-1-isobutyl-2-methyl-1H-indol-3-yl)methyl)-2-chlorophenoxy)propanoic acid